sodium (S)-N-((2,4-diisopropyl-6-methoxypyridin-3-yl)carbamoyl)-6-(3-methoxyazetidin-1-yl)-6,7-dihydro-5H-pyrazolo[5,1-b][1,3]oxazine-3-sulfonamide C(C)(C)C1=NC(=CC(=C1NC(=O)NS(=O)(=O)C=1C=NN2C1OC[C@H](C2)N2CC(C2)OC)C(C)C)OC.[Na]